CN(CCCNC1=C(C=CC=C1)S(=O)(=O)NC1=CC=C2[C@@H]3[C@H](COC2=C1C(=O)O)C3)C |r| (1aRS,7bSR)-5-[2-(3-dimethylaminopropylamino)-benzenesulfonylamino]-1,1a,2,7b-tetrahydrocyclopropa[c]chromene-4-carboxylic acid